oct-2-ene-2,3-dicarboxylic acid CC(=C(CCCCC)C(=O)O)C(=O)O